C(CCC\C=C/C\C=C/CCCCC)CC(=O)O.O(C1=CC=CC=C1)C1=CC=C(C=C1)C=1OC(=CC1)C1=CC=CC=C1 2-(4-phenoxyphenyl)-5-phenyl-furan (Z,Z)-5,8-tetradecadienyl-acetate